ClC1=C(C(=O)N[C@@H](CC(=O)O)C(=O)O)C=CC(=C1)NCC=1N=C2C(=NC(=NC2=NC1)N)N N-[2-chloro-4-[[(2,4-diaminopteridinyl)methyl]amino]benzoyl]-L-aspartic acid